1-(chloromethyl)-4-(S-methylsulfonyl)benzene ClCC1=CC=C(C=C1)S(=O)(=O)C